dimethoxy phosphate P(=O)(OOC)(OOC)[O-]